FC1(C[C@@H](CC1)N1C(C(=CC=C1)NC(C1=C(C=C(C=C1)NS(=O)(=O)CCO)N1C[C@H]2C[C@]2(CC1)C(F)F)=O)=O)F N-(1-((R)-3,3-difluorocyclopentyl)-2-oxo-1,2-dihydropyridin-3-yl)-2-((1S,6R)-6-(difluoromethyl)-3-azabicyclo[4.1.0]heptan-3-yl)-4-((2-hydroxyethyl)sulfonamido)benzamide